(E)-1-(4-Aminophenyl)-3-(4-hydroxy-3-methoxyphenyl)prop-2-en-1-one NC1=CC=C(C=C1)C(\C=C\C1=CC(=C(C=C1)O)OC)=O